([1,1'-Biphenyl]-4-ylmethoxy)pyrazolo[1,5-a]quinazoline C1(=CC=C(C=C1)COC1=NN2C(N=CC3=CC=CC=C23)=C1)C1=CC=CC=C1